COC1=CC(=CC=2N(C(N(C21)C)=O)C)[N+](=O)[O-] 4-methoxy-1,3-dimethyl-6-nitro-1H-benzo[d]imidazol-2(3H)-one